O1COC2=C1C=CC(=C2)C(=O)N[C@@H](CCC(=O)O)C(=O)O (benzo[d][1,3]dioxole-5-carbonyl)-L-glutamic acid